C1(=CC=CC2=C(C=CC=C12)OCCOC1=C(C2=CC=CC=C2C=C1)C1=C(C=CC2=CC=CC=C12)OCCO)OCCOC1=C(C2=CC=CC=C2C=C1)C1=C(C=CC2=CC=CC=C12)OCCO 44-2,2'-[naphthalene-1,5-diylbis(oxyethane-2,1-diyloxy[1,1'-binaphthalene]-2',2-diyloxy)]di(ethan-1-ol)